FC12CC(C1)(C2)CNCC=2C=CC=1N(C2)C=C(N1)CN1C=CC=2C(=CN=CC2C1=O)C1=CC=C(C(=O)N)C=C1 4-{7-[(6-{[({3-fluorobicyclo[1.1.1]pentan-1-yl}methyl)amino]methyl}imidazo[1,2-a]pyridin-2-yl)methyl]-8-oxo-7,8-dihydro-2,7-naphthyridin-4-yl}benzamide